4-(3-Acetylphenyl)-3,6-dihydropyridine-1(2H)-carboxylic acid tert-butyl ester C(C)(C)(C)OC(=O)N1CCC(=CC1)C1=CC(=CC=C1)C(C)=O